isobutyl 5-chloro-2,2-dimethylvalerate ClCCCC(C(=O)OCC(C)C)(C)C